4,4-dimethyl-1-[[4-[5-(trifluoromethyl)-1,2,4-oxadiazol-3-yl]phenyl]methyl]pyrrolidin CC1(CCN(C1)CC1=CC=C(C=C1)C1=NOC(=N1)C(F)(F)F)C